FC(C(=O)O)CC1=CC2=C(CCO2)C=C1F 2-fluoro-3-(5-fluoro-2,3-dihydrobenzofuran-6-yl)propionic acid